ClC=1C=CC=C2C=CC=C(C12)C1=C(C=2N=C(N=C(C2C=N1)N(C)[C@H]1CNC[C@@H]1F)OC[C@]12CCCN2C[C@@H](C1)F)F 7-(8-chloronaphthalen-1-yl)-8-fluoro-2-(((2R,7aS)-2-fluorohexahydro-1H-pyrrolizin-7a-yl)methoxy)-N-((3S,4S)-4-fluoropyrrolidin-3-yl)-N-methylpyrido[4,3-d]pyrimidin-4-amine